(3R)-3-(pyridin-2-yl)-3-[1-(trifluoromethyl)cyclopropyl]propanoic acid N1=C(C=CC=C1)[C@H](CC(=O)O)C1(CC1)C(F)(F)F